(Boc)-L-isoleucine 4-nitrophenyl ester [N+](=O)([O-])C1=CC=C(C=C1)OC([C@@H](NC(=O)OC(C)(C)C)[C@@H](C)CC)=O